OC1=C(C=CC(=C1)OC)C=1NC2=C(N1)C=CC=C2 2-(2-hydroxy-4-methoxyphenyl)benzimidazole